O=C1NC(CCC1N1C(C2=CC=CC(=C2C1)NCC1=CC=C(CN2CCN(CC2)CCCCCC(=O)O)C=C1)=O)=O 6-(4-(4-(((2-(2,6-dioxopiperidin-3-yl)-1-oxoisoindolin-4-yl)amino)methyl)benzyl)piperazin-1-yl)hexanoic acid